5-(1-isobutyl-1H-pyrazol-4-yl)-N2-(3-methoxy-5-(trifluoromethyl)phenyl)-N4-(1,2,3,4-tetrahydroisoquinolin-7-yl)pyrimidine-2,4-diamine C(C(C)C)N1N=CC(=C1)C=1C(=NC(=NC1)NC1=CC(=CC(=C1)C(F)(F)F)OC)NC1=CC=C2CCNCC2=C1